[C@H]12NC[C@H]([C@@H]1N1C(=CC=3C(=NC=4C(=C(C(=CC4C31)C(C#N)C)C3=C(C(=CC=C3)Cl)Cl)F)C)C3CCC1=CC=CC(N31)=O)C2 (1-((1R,4R,5S)-2-azabicyclo[2.1.1]hexan-5-yl)-7-(2,3-dichlorophenyl)-6-fluoro-4-methyl-2-(5-oxo-1,2,3,5-tetrahydroindolizin-3-yl)-1H-pyrrolo[3,2-c]quinolin-8-yl)propionitrile